C(C)(=O)N1CCN(CC1)C1=CC(=C(C=C1)C1=NC2=C(C=C(C=C2C(N1C)=O)C)[C@@H](C)NC=1C(=NC(=CC1)Cl)C(=O)NS(=O)(=O)C)F (R)-3-((1-(2-(4-(4-acetylpiperazin-1-yl)-2-fluorophenyl)-3,6-dimethyl-4-oxo-3,4-dihydroquinazolin-8-yl)ethyl)amino)-6-chloro-N-(methylsulfonyl)picolinamide